C(C)(=O)[O-].[Pd+2].[Pd+2].C(C)(=O)[O-].C(C)(=O)[O-].C(C)(=O)[O-] dipalladium (II) acetate